OCC(CCO)CCO 3-(hydroxymethyl)pentane-1,5-diol